C=1(C(=CC=CC1)CC=1OC=C2C1C=CN=C2)CC=2OC=C1C2C=CN=C1 xylylene-2,6-benzobisoxazole